2,5-Dioxopyrrolidin-1-yl N2-[(benzyloxy)carbonyl]-N6-[6-({2-[(α-L-fucopyranosyl)oxy]ethyl}amino)-6-oxohexanoyl]-L-lysinate C(C1=CC=CC=C1)OC(=O)N[C@@H](CCCCNC(CCCCC(=O)NCCO[C@H]1[C@@H](O)[C@H](O)[C@H](O)[C@@H](O1)C)=O)C(=O)ON1C(CCC1=O)=O